6-[4-[4-[[(1R)-1-[3-(difluoromethyl)-2-fluoro-phenyl]ethyl]amino]-2-methyl-7-oxo-pyrido[4,3-d]pyrimidin-6-yl]piperazin-1-yl]pyridine-3-carbonitrile FC(C=1C(=C(C=CC1)[C@@H](C)NC=1C=2C(N=C(N1)C)=CC(N(C2)N2CCN(CC2)C2=CC=C(C=N2)C#N)=O)F)F